FC1(CN(C(C12NC(OCC2)=O)CC=2C(=C(C=CC2)C2=CC(=CC(=C2)F)F)F)C(=O)[C@@H]2C[C@@H](C2)F)F 4,4-difluoro-2-[(cis)-3-fluorocyclobutanecarbonyl]-1-({2,3',5'-trifluoro-[1,1'-biphenyl]-3-yl}methyl)-8-oxa-2,6-diazaspiro[4.5]decan-7-one